C(C)(CC)[SiH]([SiH3])N[Si](C)(C)C (sec-butyl)(trimethylsilyl)aminodisilane